C(#N)CCOC(NC1=NC=CC=C1)=O (2-cyanoethyl)-(pyridin-2-yl)carbamate